SCCCC[Si](OCC)(C)C mercaptopropyl-trimethyl-(ethyl)oxysilane